tert-butyl ((1R,2R)-2-(3-amino-1H-pyrazol-5-yl)cyclohexyl)carbamate NC1=NNC(=C1)[C@H]1[C@@H](CCCC1)NC(OC(C)(C)C)=O